(3-(4-Bromo-2-methylphenyl)allyl)trimethylsilane BrC1=CC(=C(C=C1)C=CC[Si](C)(C)C)C